4'-phenyl-[1,1':3',1''-terphenyl] C1(=CC=CC=C1)C1=C(C=C(C=C1)C1=CC=CC=C1)C1=CC=CC=C1